S(=O)(=O)([O-])OOS(=O)(=O)[O-].[Na+].[Ru+3].S(=O)(=O)([O-])OOS(=O)(=O)[O-] ruthenium-sodium persulfate